4-((2-amino-1-(5-((4-(4-(methoxycarbonyl)-6-methylpyridin-2-yl)-1-(Methyl-d3)-1H-pyrazol-5-yl)oxy)-2-methylpentyl)-1H-benzo[d]imidazol-6-yl)methyl)piperazine NC1=NC2=C(N1CC(CCCOC1=C(C=NN1C([2H])([2H])[2H])C1=NC(=CC(=C1)C(=O)OC)C)C)C=C(C=C2)CN2CCNCC2